N1(CCCCCC1)C(=O)C=1C=C(C=CC1)C1=CC(=C(C=C1)C)C azepan-1-yl-(3',4'-dimethyl-[1,1'-biphenyl]-3-yl)methanone